BrC=1C=CC(=NC1CF)C1=C(C(=NO1)C)C(=O)O 5-(5-bromo-6-(fluoromethyl)pyridin-2-yl)-3-methylisoxazole-4-carboxylic acid